4-((tert-Butyldimethylsilyl)oxy)-7-methoxychroman-8-sulfonyl chloride [Si](C)(C)(C(C)(C)C)OC1CCOC2=C(C(=CC=C12)OC)S(=O)(=O)Cl